1-(cyclobutylmethyl)-6-bromo-4-oxo-1,4-dihydroquinoline-3-carboxylic acid ethyl ester C(C)OC(=O)C1=CN(C2=CC=C(C=C2C1=O)Br)CC1CCC1